FC(CN1N=C(C=CC1=O)C1=CC(=C(C(=O)NC)C=C1)C(F)(F)F)(C=1C=C2C=C(C=NC2=CC1)C=1C=NN(C1)C)F 4-(1-(2,2-difluoro-2-(3-(1-methyl-1H-pyrazol-4-yl)quinolin-6-yl)ethyl)-6-oxo-1,6-dihydropyridazin-3-yl)-N-methyl-2-(trifluoromethyl)benzamide